S(C#N)\C(=C(/C)\N)\C#N (E)-1-thiocyano-1-cyano-2-aminopropene